4-bromo-5-methyl-2-[(E)-2-(4,4,5,5-tetramethyl-1,3,2-dioxaborolan-2-yl)vinyl]phenol BrC1=CC(=C(C=C1C)O)\C=C\B1OC(C(O1)(C)C)(C)C